C[C@@H]1C[C@@H]([C@@H]([C@@]2([C@]13[C@@H]([C@@H](C[C@@H]2OC(=O)C4=CC=CC=C4)C(O3)(C)C)OC(=O)C5=CC=CC=C5)C)OC(=O)C)OC(=O)C The molecule is a dihydroagarofuran sesquiterpenoid that consists of dihydro-beta-agarofuran substituted by an acetoxy groups at positions 1 and 2 and benzoyloxy groups at positions 6 and 9 (the 1beta,2beta,6alpha,9alpha stereoisomer). Isolated from Celastrus orbiculatus, it exhibits inhibition of both NF-kappaB activation and nitric oxide production. It has a role as a metabolite, an antineoplastic agent and a NF-kappaB inhibitor. It is an acetate ester, a benzoate ester, a bridged compound, a cyclic ether, a dihydroagarofuran sesquiterpenoid and an organic heterotricyclic compound.